tert-butyl N-(tert-butoxycarbonyl)-N-[4-(3-[[3-chloro-2-(methylsulfanyl)phenyl]amino]-4-oxo-1H,5H,6H,7H-pyrrolo[3,2-c]pyridin-2-yl)pyrimidin-2-yl]carbamate C(C)(C)(C)OC(=O)N(C(OC(C)(C)C)=O)C1=NC=CC(=N1)C1=C(C=2C(NCCC2N1)=O)NC1=C(C(=CC=C1)Cl)SC